1-methyl-1H-benzimidazolium bromide [Br-].C[NH+]1C=NC2=C1C=CC=C2